8-chloro-2-methyl-1,2,3,4-tetrahydroquinoxaline ClC=1C=CC=C2NCC(NC12)C